C(C)(C)(C)OC(=O)N1CC2(CCCC2)C(CC1)CN1C(C=C(C=C1)C1=CC=CC=C1)=O 10-((2-oxo-4-phenylpyridin-1(2H)-yl)methyl)-7-azaspiro[4.5]Decane-7-carboxylic acid tert-butyl ester